C(CC(C)C)N1CC(N(CC1)CC1=C2C=CN(C2=C(C=C1OC)C)C(=O)OC(C)(C)C)C1=CC=C(C=C1)C(=O)OC tert-Butyl 4-((4-isopentyl-2-(4-(methoxycarbonyl)phenyl)piperazin-1-yl)methyl)-5-methoxy-7-methyl-1H-indole-1-carboxylate